Cl.O=C1NC(CCC1NC1=C(C=C(C=C1)N1CCC(CC1)(O)CC(=O)O)F)=O 2-[1-[4-[(2,6-dioxo-3-piperidyl)amino]-3-fluoro-phenyl]-4-hydroxy-4-piperidyl]acetic acid hydrochloric acid salt